N=1NC=C2C1N=CNC2 2,5-dihydro-4H-pyrazolo[3,4-d]pyrimidin